(E)-2-((2S,3S,12bS)-3-ethyl-8-methoxy-1,2,3,4,6,7,12,12b-octahydroindolo[2,3-a]quinolizin-2-yl)-3-methoxy-1-(pyrrolidin-1-yl)prop-2-en-1-one C(C)[C@@H]1CN2CCC3=C([C@@H]2C[C@@H]1/C(/C(=O)N1CCCC1)=C\OC)NC1=CC=CC(=C13)OC